ClC1=CC2=C([C@@H](C3=C(N(S2(=O)=O)C)C=CC=C3)NCCCCCCC(=O)[O-])C=C1.[Na+] Sodium 7-[[(11R)-3-chloro-6-methyl-5,5-dioxo-11H-benzo[c][1,2]benzothiazepin-11-yl]amino]heptanoate